NC=1C(=NC(=CN1)C1=NC=CC=C1OC(F)(F)F)C(=O)NC1=NC=CC=C1N1CCC(CC1)N 3-amino-N-(3-(4-aminopiperidin-1-yl)pyridin-2-yl)-6-(3-(trifluoromethoxy)pyridin-2-yl)pyrazine-2-carboxamide